N-thiobenzoyl-succinimide C(C1=CC=CC=C1)(=S)N1C(CCC1=O)=O